N2-methyl-1-(2-methylpropyl)-N2-propyl-1H-imidazo[4,5-c]quinoline-2,4-diamine CN(C=1N(C2=C(C(=NC=3C=CC=CC23)N)N1)CC(C)C)CCC